trimethoxy-4-methylphenethylamine COC(C(N)(OC)OC)C1=CC=C(C=C1)C